(S,E)-N-((6-chloro-1-(1-methylcyclopropoxy)-2,7-naphthyridin-4-yl)methylene)-2-methylpropane-2-sulfinamide ClC=1C=C2C(=CN=C(C2=CN1)OC1(CC1)C)\C=N\[S@@](=O)C(C)(C)C